1-(methylamino)-4-(p-tolyl)-6-(trifluoromethyl)-3H-pyridine CNN1CCC(C=C1C(F)(F)F)C1=CC=C(C=C1)C